N1=CC(=CC=C1)CN1CCN(CC1)C(C1=CC=C(C=C1)NS(=O)(=O)C=1C=CC=C2C=CC=NC12)=O pyridin-3-ylmethyl-4-(4-(quinoline-8-sulfonylamino)benzoyl)piperazine